glycidyl-3-hydroxy-3-carboxyglutaric acid C(C1CO1)C(C(=O)O)C(CC(=O)O)(C(=O)O)O